N(=C=O)C(=C(C1=CC=CC=C1)N=C=O)C1=CC=CC=C1 diisocyanatostilbene